disodium malate C(C(O)CC(=O)[O-])(=O)[O-].[Na+].[Na+]